4-(2-methyl-6,7-dihydropyrazolo[1,5-a]pyrimidin-4(5H)-yl)-N-(2-methyl-[1,1'-biphenyl]-4-yl)-4-oxobutanamide CC1=NN2C(N(CCC2)C(CCC(=O)NC2=CC(=C(C=C2)C2=CC=CC=C2)C)=O)=C1